4-[4-(7,8-dihydroxy-4-oxo-chromen-2-yl)phenyl]butyl-triphenylphosphonium bromide [Br-].OC1=CC=C2C(C=C(OC2=C1O)C1=CC=C(C=C1)CCCC[P+](C1=CC=CC=C1)(C1=CC=CC=C1)C1=CC=CC=C1)=O